(4-nitrophenyl) N-[1-[4-[(2,6-dioxo-3-piperidyl)amino]-2-fluoro-phenyl]-4-piperidyl]carbamate O=C1NC(CCC1NC1=CC(=C(C=C1)N1CCC(CC1)NC(OC1=CC=C(C=C1)[N+](=O)[O-])=O)F)=O